ClC1=C(C=C(C=C1)C=1C(=C(SC1)/N=C/OCC)C(=O)OCC)C(F)(F)F (E)-ethyl 4-(4-chloro-3-(trifluoromethyl)phenyl)-2-((ethoxymethylene)amino)thiophene-3-carboxylate